The molecule is a flavone C-glycoside that is luteolin attached to a disaccharide residue at position 6. It has been isolated from natural product Petrorhagia velutina and Zea mays and exhibits insecticidal and neuroprotective activities. It has a role as a plant metabolite, an insecticide and a neuroprotective agent. It is a flavone C-glycoside, a disaccharide derivative, a tetrahydroxyflavone and a secondary alpha-hydroxy ketone. It derives from a luteolin. C[C@@H]1[C@H]([C@@H]([C@@H]([C@H](O1)O[C@H]2[C@@H](C(=O)[C@@H](O[C@@H]2C3=C(C4=C(C=C3O)OC(=CC4=O)C5=CC(=C(C=C5)O)O)O)C)O)O)O)O